BrC=1C(=NC=C(C1)C(F)(F)F)C=1C(=C2CCN(C(C2=CC1)=O)C=1C=CC(=C(C1)NS(=O)(=O)C)OCOCCOC)C N-(5-(6-(3-bromo-5-(trifluoromethyl)pyridin-2-yl)-5-methyl-1-oxo-3,4-dihydroisoquinolin-2(1H)-yl)-2-((2-methoxyethoxy)methoxy)phenyl)methanesulfonamide